CC=1C=C(C=CC1C)C(C)N1C[C@@H](N(C[C@H]1CC)C=1C=2C(N(C(C1)=O)C)=CN(N2)CC#N)CC 2-(7-((2S,5R)-4-(1-(3,4-dimethylphenyl)ethyl)-2,5-diethylpiperazin-1-yl)-4-methyl-5-oxo-4,5-dihydro-2H-pyrazolo[4,3-b]pyridin-2-yl)acetonitrile